1-cyclopropanoyl-d-lysergic acid diethylamide C(C)N(C(=O)[C@H]1CN(C)[C@@H]2CC3=CN(C4=CC=CC(C2=C1)=C34)C(=O)C3CC3)CC